N-(5-(methoxymethyl)-4'-((2-(tetrahydrofuran-3-yl)pyrimidin-4-yl)amino)-[2,3'-bipyridin]-6'-yl)acetamide COCC=1C=CC(=NC1)C=1C=NC(=CC1NC1=NC(=NC=C1)C1COCC1)NC(C)=O